4-chloro-3-cyclopropanecarbonyl-1H-pyrrolo[2,3-b]pyridine ClC1=C2C(=NC=C1)NC=C2C(=O)C2CC2